FC=1C=C(CNC(OC(C)(C)C)=O)C=C(C1)C=1C=NN(C1)C1=COC=C1 tert-Butyl 3-fluoro-5-(1-(furan-3-yl)-1H-pyrazol-4-yl)benzylcarbamate